N-(7-bromo-2-(2,6-dioxopiperidin-3-yl)-1,3-dioxoisoindolin-5-yl)-2-(trifluoromethoxy)benzenesulfonamide BrC=1C=C(C=C2C(N(C(C12)=O)C1C(NC(CC1)=O)=O)=O)NS(=O)(=O)C1=C(C=CC=C1)OC(F)(F)F